CN1N=C(C2=CC=C(C=C12)N1CC2(C1)CCNCC2)N2C(NC(CC2)=O)=O 1-(1-methyl-6-(2,7-diazaspiro[3.5]nonan-2-yl)-1H-indazol-3-yl)dihydropyrimidine-2,4(1H,3H)-dione